CC1(OB(OC1(C)C)[C@@H]1[C@H](C1)C1=NC=C(C=C1)OC(F)(F)F)C |r| racemic-2-((1S,2S)-2-(4,4,5,5-tetramethyl-1,3,2-dioxaborolan-2-yl)cyclopropyl)-5-(trifluoromethoxy)pyridine